F[C@@H]1CN(CC[C@@H]1NC1=C2C=C(N(C2=CC=C1)CC(F)(F)F)C#CCNC1=C(C=C(C(=O)OCC)C=C1)OC)C(C)C ethyl 4-{[3-(4-{[(3R,4S)-3-fluoro-1-(propan-2-yl) piperidin-4-yl]amino}-1-(2,2,2-trifluoroethyl)-1H-indol-2-yl)prop-2-yn-1-yl]amino}-3-methoxybenzoate